OCCNC1=CN=CC(=N1)OC1CN(CC1)CC(=O)N 2-(3-((6-((2-hydroxyethyl)amino)pyrazin-2-yl)oxy)pyrrolidin-1-yl)acetamide